Heptadecan-9-yl 8-((2-hydroxy-6-(2-hydroxy-1H-imidazole-4-carboxamido)hexyl)(6-oxo-6-(undecyloxy)hexyl)amino)octanoate OC(CN(CCCCCCCC(=O)OC(CCCCCCCC)CCCCCCCC)CCCCCC(OCCCCCCCCCCC)=O)CCCCNC(=O)C=1N=C(NC1)O